N[C@@H]1[C@@H](CCCC1)NC(OCC1=CC=CC=C1)=O benzyl (1R,2S)-2-aminocyclohexylcarbamate